N-(4-(4-amino-5-(3-fluoro-4-((4-methoxypyrimidin-2-yl)oxy)phenyl)-7-methyl-7H-pyrrolo[2,3-d]pyrimidin-6-yl)phenyl)methacrylamide NC=1C2=C(N=CN1)N(C(=C2C2=CC(=C(C=C2)OC2=NC=CC(=N2)OC)F)C2=CC=C(C=C2)NC(C(=C)C)=O)C